NC(C)C=1C=CC=C2C(N(C(=NC12)N1CC2(CCC2)CC1)C)=O 8-(1-aminoethyl)-2-(6-azaspiro[3.4]octan-6-yl)-3-methyl-quinazolin-4-one